N-(2-aminoethyl)aminopropyl-methyldiethoxysilane tert-Butyl-3-{[2-(4-cyclopropylphenyl)imidazo[1,2-a]pyrimidin-3-yl]methyl}-3,8-diazabicyclo[3.2.1]octane-8-carboxylate C(C)(C)(C)OC(=O)N1C2CN(CC1CC2)CC2=C(N=C1N2C=CC=N1)C1=CC=C(C=C1)C1CC1.NCCNCCC[Si](OCC)(OCC)C